FC=1C=C(C=C(C1CN1C(NC=2C=NC=3N=C(C=CC3C21)OC)=O)F)S(=O)(=O)[N-]C(CC)=O ((3,5-difluoro-4-((7-methoxy-2-oxo-2,3-dihydro-1H-imidazo[4,5-c][1,8]naphthyridin-1-yl)methyl)phenyl)sulfonyl)(propionyl)amide